2-(4,6-dichloro-5-methylpyrimidin-2-yl)-4-methylthiazole ClC1=NC(=NC(=C1C)Cl)C=1SC=C(N1)C